N-(1-(4-aminobenzyl)-1H-pyrazol-4-yl)-5-(trifluoromethyl)pyrimidin-2-amine NC1=CC=C(CN2N=CC(=C2)NC2=NC=C(C=N2)C(F)(F)F)C=C1